(R)-3-fluoro-1-methyl-N-(2-(1-methylpiperidin-2-yl)-1H-pyrrolo[3,2-c]pyridin-6-yl)-1H-indazole-6-carboxamide FC1=NN(C2=CC(=CC=C12)C(=O)NC1=CC2=C(C=N1)C=C(N2)[C@@H]2N(CCCC2)C)C